C(C)(C)C1=C(CC=2C(=NC(=NC2)N)NCC(F)(F)F)C=C(C(=C1)OC)OC 5-(2-Isopropyl-4,5-dimethoxy-benzyl)-N4-(2,2,2-trifluoro-ethyl)-pyrimidine-2,4-diamine